5-((1-ethyl-3,3-dimethylpiperidin-2-yl)methoxy)isobenzofuran-1(3H)-one C(C)N1C(C(CCC1)(C)C)COC=1C=C2COC(C2=CC1)=O